6-isopropyl-8-methyl-phenanthridine tert-butyl-(2S,4R)-4-((5-fluoropyridin-2-yl)oxy)-2-methylpyrrolidine-1-carboxylate C(C)(C)(C)OC(=O)N1[C@H](C[C@H](C1)OC1=NC=C(C=C1)F)C.C(C)(C)C=1N=C2C=CC=CC2=C2C=CC(=CC12)C